o-menthyl succinate C(CCC(=O)[O-])(=O)OC1C(CCC(C1)C(C)C)C